NC1=C(C2=C(S1)C(=CC=C2C2=C(C=C1C(=NC(=NC1=C2F)OC[C@]21CCCN1C[C@@H](C2)F)N2CCCC(CCC2)C(=O)OC)Cl)F)C#N methyl 1-(7-(2-amino-3-cyano-7-fluorobenzo[b]thiophen-4-yl)-6-chloro-8-fluoro-2-(((2R,7aS)-2-fluorotetrahydro-1H-pyrrolizin-7a(5H)-yl)methoxy)quinazolin-4-yl)azocane-5-carboxylate